BrC1=CC=C(C=C1)NC(=O)N[C@H](C(=O)N[C@H](C(=O)OC(C)(C)C)C)CC(C)C tert-butyl (2S)-2-{[(2S)-2-{[(4-bromophenyl)carbamoyl]amino}-4-methylpentanoyl]amino}propanoate